O(C1=CC=CC=C1)C1=C(C=CC=C1)NC1=CC=NC2=CC=CC=C12 N-(2-Phenoxyphenyl)quinolin-4-amine